FC(C(C(F)(F)F)(F)F)(F)C=1C=C(C(=NC1)NC(C1=C(C=CC(=C1)[N+](=O)[O-])SC1=NN=NN1C)=O)C N-[5-(1,1,2,2,3,3,3-heptafluoropropyl)-3-methyl-2-pyridyl]-2-(1-methyltetrazol-5-yl)sulfanyl-5-nitro-benzamide